BrC=1C(=C(OC2=CC=C(C=C2)CCCC(=O)OCC)C=CC1)C ethyl 4-(4-(3-bromo-2-methylphenoxy)phenyl)butanoate